4-amino-8-bromo-7-chloro-N-propylisoquinoline-3-carboxamide NC1=C(N=CC2=C(C(=CC=C12)Cl)Br)C(=O)NCCC